NC(C(CO)NC(CC1NC(N(C2=CC=C(C=C12)NC(=O)C1=NC=CC=C1)CCC)=O)=O)=O 3-(4-(2-((1-amino-3-hydroxy-1-oxopropan-2-yl)amino)-2-oxoethyl)-2-oxo-6-(pyridinamido)-3,4-dihydroquinazolin-1(2H)-yl)propane